FC=1C=C2C(=C(/C(/C2=CC1)=C/C1=CC(=CC=C1)OC1=CC=CC=C1)C)CCO (Z)-2-(5-Fluoro-2-methyl-1-(3-phenoxybenzylidene)-1H-inden-3-yl)ethan-1-ol